(S)-2-((5-cyanopyrimidin-2-yl)amino)-4-((2,2-difluoroethyl)(4-(5,6,7,8-tetrahydro-1,8-naphthyridin-2-yl)butyl)amino)butanoic acid C(#N)C=1C=NC(=NC1)N[C@H](C(=O)O)CCN(CCCCC1=NC=2NCCCC2C=C1)CC(F)F